ClC1=CC=C(C=C1)CNC(=O)C=1C(=NC(=CC1C)N1CCOCC1)OCC1CC1 N-[(4-Chlorophenyl)-methyl]-2-(cyclopropyl-methoxy)-4-methyl-6-morpholin-4-yl-pyridine-3-carboxylic acid amide